6-Chloro-2-{4-[4-(methoxyacetyl)piperazin-1-yl]phenyl}-N-[1-(thiophen-2-ylmethyl)piperidin-4-yl]-3H-imidazo[4,5-b]pyridin-7-amine ClC=1C(=C2C(=NC1)NC(=N2)C2=CC=C(C=C2)N2CCN(CC2)C(COC)=O)NC2CCN(CC2)CC=2SC=CC2